3-((2-(3-chlorophenyl)quinolin-4-yl)thio)propyl 2-oxo-2H-chromene-3-carboxylate O=C1OC2=CC=CC=C2C=C1C(=O)OCCCSC1=CC(=NC2=CC=CC=C12)C1=CC(=CC=C1)Cl